FC1(CN(CC[C@H]1NC1=NN2C(C(=N1)OC)=C(C=C2)C=2C=CC1=C(N(N=N1)[C@H](C(F)F)C)C2)C([2H])([2H])[2H])F N-((R)-3,3-difluoro-1-(methyl-d3)piperidin-4-yl)-5-(1-((S)-1,1-difluoropropan-2-yl)-1H-benzo[d][1,2,3]triazol-6-yl)-4-methoxypyrrolo[2,1-f][1,2,4]triazin-2-amine